N1(CC1)CC(C1=CC(=CC=C1)Cl)N1C(C=C(C=C1)C1=CN(C2=NC=C(C=C21)N2CCOCC2)S(=O)(=O)C2=CC=C(C)C=C2)=O 1-(2-(aziridin-1-yl)-1-(3-chlorophenyl)ethyl)-4-(5-morpholinyl-1-tosyl-1H-pyrrolo[2,3-b]pyridin-3-yl)pyridin-2(1H)-one